2-fluoro-6-[(2-chlorobenzyl)amino]-9-(tetrahydro-2H-pyran-2-yl)-9H-purine FC1=NC(=C2N=CN(C2=N1)C1OCCCC1)NCC1=C(C=CC=C1)Cl